C(=CC1=CC=CC=C1)C(O)(C(F)(F)F)C(F)(F)F Styryl-bis(trifluoromethyl)methanol